NC1=C(C=C2N(C(C=NC2=C1)=O)[C@@H](C)C1=C(C=CC(=C1)Cl)Cl)C#N 7-amino-4-[(1S)-1-(2,5-dichlorophenyl)ethyl]-3-oxoquinoxaline-6-carbonitrile